4,4'-diamino-[1,1'-biphenyl] NC1=CC=C(C=C1)C1=CC=C(C=C1)N